N-((S)-chroman-4-yl)-2-(3-ethyl-3,8-diazabicyclo[3.2.1]octan-8-yl)-6,7-dihydrothiazolo[5,4-c]pyridine-5(4H)-carboxamide O1CC[C@@H](C2=CC=CC=C12)NC(=O)N1CC2=C(CC1)N=C(S2)N2C1CN(CC2CC1)CC